(1s,4s)-4-(4-Cyclobutyl-1-oxoisoindolin-2-yl)-N-(3-methoxy-4-methylphenyl)cyclohexanecarboxamide C1(CCC1)C1=C2CN(C(C2=CC=C1)=O)C1CCC(CC1)C(=O)NC1=CC(=C(C=C1)C)OC